4-((6-chloro-2-(ethoxycarbonyl)-1H-indol-4-yl)amino)-2-(methylthio)thiazole-5-carboxylic acid ethyl ester C(C)OC(=O)C1=C(N=C(S1)SC)NC1=C2C=C(NC2=CC(=C1)Cl)C(=O)OCC